C(C=C)C1=C(N(C2=CC=CC=C12)C)C(C(=O)OCC)C1=CC=CC=C1 ethyl 2-(3-allyl-1-methyl-1H-indol-2-yl)-2-phenylacetate